The molecule is a nitroalkene that is 1-undecene substituted by a nitro group at position 11. Metabolite observed in cancer metabolism. It has a role as a human metabolite. C=CCCCCCCCCC[N+](=O)[O-]